copper (II) (methoxide) C[O-].[Cu+2].C[O-]